mono-glycine salicylate C(C=1C(O)=CC=CC1)(=O)O.NCC(=O)O